6-(3-aminoazetidin-1-yl)-N-(1-(3-chloro-2-fluorophenyl)ethyl)pyrido[3,2-d]pyrimidin-4-amine NC1CN(C1)C=1C=CC=2N=CN=C(C2N1)NC(C)C1=C(C(=CC=C1)Cl)F